FC(COCC1(CCC(C=2N(C1)N=C1C2CN([C@@H](C1)C)C(=O)OC(C)(C)C)(F)F)O)F (3R)-tert-butyl 8-((2,2-difluoroethoxy)methyl)-11,11-difluoro-8-hydroxy-3-methyl-3,4,8,9,10,11-hexahydro-1H-pyrido[4',3':3,4]pyrazolo[1,5-a]azepine-2(7H)-carboxylate